N1=C(C=CC=C1)C(C)NC(=O)[C@@H]1CN(CC[C@H]1NC(=O)C1=NOC(=C1)C1=C(C=C(C=C1)F)F)C1CCCCC1 |o1:11,16| (3R*,4R*)-1-Cyclohexyl-4-{[5-(2,4-difluoro-phenyl)-isoxazole-3-carbonyl]-amino}-piperidine-3-carboxylic acid (1-pyridin-2-yl-ethyl)-amide